CCCCC/C=C\C/C=C\C/C=C\C/C=C\CCCCCC(=O)OC[C@H](COP(=O)(O)OC[C@@H](C(=O)O)N)OC(=O)CC/C=C\C/C=C\C/C=C\C/C=C\C/C=C\C/C=C\CC 1-(7Z,10Z,13Z,16Z-docosatetraenoyl)-2-(4Z,7Z,10Z,13Z,16Z,19Z-docosahexaenoyl)-sn-glycero-3-phosphoserine